[6-(5-cyclopropyl-4H-1,2,4-triazol-3-yl)-2-azaspiro[3.3]heptan-2-yl]-[6-[[1-(trifluoromethyl)cyclopropyl]methylamino]-2-azaspiro[3.3]heptan-2-yl]methanone C1(CC1)C=1NC(=NN1)C1CC2(CN(C2)C(=O)N2CC3(C2)CC(C3)NCC3(CC3)C(F)(F)F)C1